C(CC)N1N=CC(=C1)NS(=O)(=O)C1CN(CC1)C(=O)OC(C)(C)C tert-butyl 3-(N-(1-propyl-1H-pyrazol-4-yl)sulfamoyl)pyrrolidine-1-carboxylate